CNC=1C=CC2=C(N(N=C2C1)C)C N,2,3-trimethyl-2H-indazole-6-amine